3-[4-(3-Amino-3-methylpyrrolidin-1-yl)-5-{7-methyl-1H-imidazo[4,5-b]pyridin-2-yl}pyridin-3-yl]benzonitril NC1(CN(CC1)C1=C(C=NC=C1C=1NC=2C(=NC=CC2C)N1)C=1C=C(C#N)C=CC1)C